OC(C(=O)C1=CC=C(C=C1)OC1=CC=C(C=C1)C(C(C)(C)O)=O)(C)C 2-hydroxy-1-[4-[4-(2-hydroxy-2-methylpropanoyl)phenoxy]phenyl]-2-methylpropan-1-one